N-((3-ethyl-5-methylisoxazol-4-yl)methyl)-6'-fluoro-4'-oxo-3',4'-dihydro-1'H-spiro[piperidine-4,2'-quinoline]-1-carboxamide C(C)C1=NOC(=C1CNC(=O)N1CCC2(NC3=CC=C(C=C3C(C2)=O)F)CC1)C